(±)-(1S,2S,3S)-N-(8-amino-6-(4-methylpyridin-3-yl)isoquinolin-3-yl)-2-(cyanomethyl)-3-methylcyclopropanecarboxamide NC=1C=C(C=C2C=C(N=CC12)NC(=O)[C@@H]1[C@H]([C@@H]1C)CC#N)C=1C=NC=CC1C |r|